ethyl (3S,4S)-3-((tert-butoxycarbonyl)amino)-4-fluorocyclohex-1-ene-1-carboxylate C(C)(C)(C)OC(=O)N[C@H]1C=C(CC[C@@H]1F)C(=O)OCC